NCC1=CC=CC(=N1)N1CC(C1)CN(C)C (1-(6-(aminomethyl)pyridin-2-yl)azetidin-3-yl)-N,N-dimethylmethylamine